N-[3-chloro-4-(difluoromethoxy)phenyl]-6-(1,6-diazaspiro[3.3]heptan-6-yl)pyrido[3,2-d]pyrimidin-4-amine ClC=1C=C(C=CC1OC(F)F)NC=1C2=C(N=CN1)C=CC(=N2)N2CC1(CCN1)C2